1-(4-((5-chloropyrazin-2-yl)thio)-3,3-difluoroindolin-1-yl)ethan-1-one ClC=1N=CC(=NC1)SC1=C2C(CN(C2=CC=C1)C(C)=O)(F)F